(12bS)-8,9-difluoro-1H,2H,3H,4H,6H,7H,12H,12bH-indolo[2,3-a]quinolizin-4-one FC1=C2C(=CC=C1F)NC1=C2CCN2C(CCC[C@@H]12)=O